(4S,4aS,7S,7aS)-1,1,4,7-tetramethyl-1a,2,3,4,5,6,7a,7b-octahydrocyclopropa[h]azulene-4a,7-diol CC1(C2CC[C@@H]([C@]3(CC[C@@]([C@@H]3C21)(O)C)O)C)C